Cl[Ir](C1(C(=C(C(=C1C1=CC=CC=C1)C)C)C)C)Cl dichloro(phenyl-tetramethyl-cyclopentadienyl)iridium (III)